COC1=CC=2CC(C2C=C1OC)CN1C[C@H](N(CC1)C1CC2(C1)CCNCC2)C2=C(C=CC=C2)C(C)C 2-((2R)-4-((3,4-dimethoxybicyclo[4.2.0]octa-1(6),2,4-trien-7-yl)methyl)-2-(2-isopropylphenyl)piperazin-1-yl)-7-azaspiro[3.5]nonane